3-(tert-Butoxycarbonyl-ethoxycarbonylmethyl-amino)-propionic acid C(C)(C)(C)OC(=O)N(CCC(=O)O)CC(=O)OCC